6-bromo-8-methyl-4-[[(1R)-1-[3-(trifluoromethyl)phenyl]ethyl]amino]pyrido[2,3-d]pyrimidin-7-one BrC1=CC2=C(N=CN=C2N[C@H](C)C2=CC(=CC=C2)C(F)(F)F)N(C1=O)C